C1(=C(C=CC=C1)OP(OC1=C(C=CC=C1)C)OC1=C(C=CC=C1)C)C Tristolylphosphit